C(C)(C)(C)OC(CCC[C@](C(=O)O)(C(=O)OCC1=CC=CC=2C3=CC=CC=C3CC12)N)=O (S)-2-fluorenylmethoxycarbonyl-aminoadipic acid-6-tert-butyl ester